[Ni].[Fe].[N] nitrogen iron-nickel